6-(ethoxycarbonyl)-5-(4-fluorophenyl)-1-isopropyl-4-oxo-1,4-dihydropyridine-3-carboxylic acid C(C)OC(=O)C1=C(C(C(=CN1C(C)C)C(=O)O)=O)C1=CC=C(C=C1)F